2-fluoro-6-[(2,3,4-trifluorobenzyl)amino]-9-(tetrahydrofuran-2-yl)-9H-purine FC1=NC(=C2N=CN(C2=N1)C1OCCC1)NCC1=C(C(=C(C=C1)F)F)F